2-(2-Chlorophenyl)-N-{4-[1-(2-methoxyethyl)-1H-pyrazol-4-yl]-3-sulfamoylphenyl}acetamide ClC1=C(C=CC=C1)CC(=O)NC1=CC(=C(C=C1)C=1C=NN(C1)CCOC)S(N)(=O)=O